methyl 3-((6-cyano-4-(((2r,4r)-2-methyltetrahydro-2H-pyran-4-yl) amino) quinolin-3-yl) amino)-2,2-difluoro-3-oxopropionate C(#N)C=1C=C2C(=C(C=NC2=CC1)NC(C(C(=O)OC)(F)F)=O)N[C@H]1C[C@H](OCC1)C